1-(2,3-dichlorophenyl)piperidine ClC1=C(C=CC=C1Cl)N1CCCCC1